The molecule is the maleic acid salt of domperidone. A dopamine antagonist, domperidone is used as an antiemetic for the short-term treatment of nausea and vomiting, and to control gastrointestinal effects of dopaminergic drugs given in the management of parkinsonism. The maleate salt is used in tablet preparations, while the free base is used in oral suspensions. It has a role as an antiemetic and a dopaminergic antagonist. It contains a maleate(2-) and a domperidone. C1CN(CCC1N2C3=C(C=C(C=C3)Cl)[NH2+]C2=O)CCCN4C5=CC=CC=C5[NH2+]C4=O.C(=C\\C(=O)[O-])\\C(=O)[O-]